CSC1=C(C=NC=C1)[N+](=O)[O-] 4-(Methylsulfanyl)-3-nitropyridine